C(CC)OC(C)OCCC1=CC=CC=C1 Acetaldehyde phenylethyl propyl acetal